FC1=CC=C(C=C1)C=1N=CN(C1C1=CN=C(S1)C(=O)NC1=CC=C(C=C1)N1CCN(CC1)C)C(C)C 5-(4-(4-fluorophenyl)-1-isopropyl-1H-imidazol-5-yl)-N-(4-(4-methylpiperazin-1-yl)phenyl)thiazole-2-carboxamide